6-[(E)-prop-1-enyl]-N-[4-(trifluoromethoxy)phenyl]isoquinoline-1-carboxamide C(=C\C)/C=1C=C2C=CN=C(C2=CC1)C(=O)NC1=CC=C(C=C1)OC(F)(F)F